4-([5-(3-Chlorophenyl)-1,3-oxazol-2-yl]methylsulfanyl)-6-methoxy-1,3,5-triazin-2-amin ClC=1C=C(C=CC1)C1=CN=C(O1)CSC1=NC(=NC(=N1)OC)N